ClC1=C(C=2N=C(N=C(C2C=N1)N1CC2(CCO2)CCC1)OCC1(CC1)CN(C)C)F 1-(1-(((7-chloro-8-fluoro-4-(1-oxa-6-azaspiro[3.5]nonan-6-yl)pyrido[4,3-d]pyrimidin-2-yl)oxy)methyl)cyclopropyl)-N,N-dimethylmethanamine